C(#N)CCP(O)(N(C(C)C)C(C)C)O[C@H]1[C@H]([C@@H](O[C@@H]1CO)N1C=NC=2C(=O)NC(N)=NC12)O GUANOSINE 3'-O-(2-CYANOETHYL)-N,N-DIISOPROPYL-PHOSPHORAMIDITE